tert-butyl 7-(4-ethoxy-4-oxobutyl)-3,4-dihydro-1,8-naphthyridine-1(2H)-carboxylate C(C)OC(CCCC1=CC=C2CCCN(C2=N1)C(=O)OC(C)(C)C)=O